O1CC=NC=C1C#N [1,4]Oxazine-6-carbonitrile